OCC1=CC=C(C=C1)NC(=O)C1CC(CCC1C(C)C)C N-(4-hydroxymethylphenyl)p-menthanecarboxamide